1-(5,6-Dimethyl-1H-benzoimidazol-2-yl)-1H-pyrazole CC1=CC2=C(NC(=N2)N2N=CC=C2)C=C1C